6-allyl 2-(tert-butyl) (Z)-8-(3-ethoxy-3-oxo-2-((6-(4-(trifluoromethyl)phenyl)pyridin-2-yl)methyl)prop-1-en-1-yl)-2,6-diazaspiro[3.4]octane-2,6-dicarboxylate C(C)OC(\C(=C/C1CN(CC12CN(C2)C(=O)OC(C)(C)C)C(=O)OCC=C)\CC2=NC(=CC=C2)C2=CC=C(C=C2)C(F)(F)F)=O